2,2-bis(2,3,5,6-tetramethyl-4-hydroxyphenyl)propane CC1=C(C(=C(C(=C1C)O)C)C)C(C)(C)C1=C(C(=C(C(=C1C)C)O)C)C